NC1=C(C=C(C=C1)NC(=O)C1=NC=C(N=C1)C)Cl N-(4-amino-3-chlorophenyl)-5-methylpyrazine-2-carboxamide